3-(4,5-diiodo-1H-imidazol-2-yl)-6-(2-ethyl-4-((2-(trimethylsilyl)ethoxy)methoxy)phenyl)-7-fluoro-1-(tetrahydro-2H-pyran-2-yl)-1H-indazole IC=1N=C(NC1I)C1=NN(C2=C(C(=CC=C12)C1=C(C=C(C=C1)OCOCC[Si](C)(C)C)CC)F)C1OCCCC1